n-icosanoic acid C(CCCCCCCCCCCCCCCCCCC)(=O)O